C[C@@]1(C[C@H](NCC1)C1=CC=CC=C1)O (2S,4R)-4-methyl-2-phenylpiperidin-4-ol